ClC=1C=C(C=C(C1OC=1C=C2C3(C(NC2=CC1)=O)CCC3)Cl)C=3N=NC=CN3 (3,5-dichloro-4-((2'-oxospiro[cyclobutane-1,3'-indolin]-5'-yl)oxy)phenyl)-1,2,4-triazine